nickel iron chromite [Cr](=O)([O-])[O-].[Fe+2].[Ni+2].[Cr](=O)([O-])[O-]